3,3'-carbonyl-bis(7-dimethylaminocoumarin) C(=O)(C=1C(OC2=CC(=CC=C2C1)N(C)C)=O)C=1C(OC2=CC(=CC=C2C1)N(C)C)=O